(R)-N-(2-chloro-4-fluoro-3-((5-fluoro-3-methyl-4-oxo-3,4-dihydroquinazolin-6-yl)oxy)phenyl)-3-fluoropyrrolidine-1-sulfonamide ClC1=C(C=CC(=C1OC=1C(=C2C(N(C=NC2=CC1)C)=O)F)F)NS(=O)(=O)N1C[C@@H](CC1)F